ClC1=C(C=C(C(=O)Cl)C=C1F)F 4-chloro-3,5-difluorobenzoyl chloride